C(CC)(=O)ON1NC=C(C=C1CC=O)C=1N=NC=CC1 (6-oxoEthyl 4-pyridazin-3-yl-pyridazin-1-yl) propionate